(S)-8-chloro-6-(((6-fluoro-2-methylpyridin-3-yl)(1-((1-methylcyclopropyl)methyl)-1H-1,2,3-triazol-4-yl)methyl)amino)-4-(neopentylamino)quinoline-3-carbonitrile ClC=1C=C(C=C2C(=C(C=NC12)C#N)NCC(C)(C)C)N[C@H](C=1N=NN(C1)CC1(CC1)C)C=1C(=NC(=CC1)F)C